O=C(C(C)OC1=CC=C2C(=CC(OC2=C1)=O)C1=CC=CC=C1)C 7-[(3-oxobutan-2-yl)oxy]-4-phenyl-2H-chromen-2-one